FC=1C=C(C=NC1)CN1C(NC2=NC=C(C=C21)C2=CC(=CC=C2)OC(F)(F)F)=O 1-[(5-fluoro-3-pyridinyl)methyl]-6-[3-(trifluoromethoxy)phenyl]-3H-imidazo[4,5-b]pyridin-2-one